N-((1-(3-fluorophenyl)-1H-tetrazol-5-yl)methyl)-N-methylcyclohexylamine FC=1C=C(C=CC1)N1N=NN=C1CN(C)C1CCCCC1